N-(((2S,5R)-6-hydroxy-7-oxo-1,6-diazabicyclo[3.2.1]oct-2-yl)(imino)methyl)isonicotinamide ON1[C@@H]2CC[C@H](N(C1=O)C2)C(NC(C2=CC=NC=C2)=O)=N